N-(2-(4-(4-cyclopropylpiperazine-1-yl)piperidine-1-yl)-4-methoxy-5-((6-((S)-3-(2,3,6-trifluorophenyl)isoxazolidine-2-yl)pyrimidine-4-yl)amino)phenyl)acrylamide C1(CC1)N1CCN(CC1)C1CCN(CC1)C1=C(C=C(C(=C1)OC)NC1=NC=NC(=C1)N1OCC[C@H]1C1=C(C(=CC=C1F)F)F)NC(C=C)=O